FC=1C=C(C=CC1F)C(C(C(=O)OCC)C(=O)NC1=C(C=CC=C1)F)C[N+](=O)[O-] ethyl 3,4-difluoro-α-[[(2-fluorophenyl)amino]carbonyl]-β-(nitromethyl)-benzenepropanoate